(3-(9-methoxy-3,4-dihydrobenzo[4,5]imidazo[1,2-a]pyrazin-2(1H)-yl)propoxy)quinolin-2(1H)-one COC1=CC=CC2=C1N=C1N2CCN(C1)CCCON1C(C=CC2=CC=CC=C12)=O